C[C@]12[C@H]3CC[C@@]4([C@H](CC[C@H]4[C@@H]3CC=C2C[C@H](CC1)O)[C@H](C)OC=1C=NC=C(C1)C)C (3S,8S,9S,10R,13S,14S,17S)-10,13-dimethyl-17-((S)-1-((5-methylpyridin-3-yl)oxy)ethyl)-2,3,4,7,8,9,10,11,12,13,14,15,16,17-tetradecahydro-1H-cyclopenta[a]phenanthren-3-ol